4-methoxy-6-(5-methyl-6-(piperazin-1-yl)pyridin-3-yl)pyrazolo[1,5-a]pyridine-3-carbonitrile COC=1C=2N(C=C(C1)C=1C=NC(=C(C1)C)N1CCNCC1)N=CC2C#N